C(C)OC1N(C2=CC=CC=C2C=C1)C(=O)OCC ethyl 2-ethoxy-1(2H)-quinolinecarboxylate